(S)-2-((((9H-fluoren-9-yl)methoxy)carbonyl)amino)-3-(4-sulfamoylphenyl)propanoic acid C1=CC=CC=2C3=CC=CC=C3C(C12)COC(=O)N[C@H](C(=O)O)CC1=CC=C(C=C1)S(N)(=O)=O